O=C1NC(C(N1)NC(=O)N)=O (2,5-dioxo-4-imidazolidinyl)-urea